7,8-dimethyl-[1,2,4]triazolo[1,5-a]pyridin-1-ium chloride [Cl-].CC1=C(C=2N(C=C1)N=C[NH+]2)C